CC1=CC=CC=2N(C(N(C21)C2=NC=C(C=C2)C2=C1C(=CN=C2)NN=C1)=O)CC(N1C[C@H](OCC1)C(F)(F)F)=O 4-methyl-1-[2-oxo-2-[(2S)-2-(trifluoromethyl)morpholin-4-yl]ethyl]-3-[5-(1H-pyrazolo[3,4-c]pyridin-4-yl)-2-pyridinyl]benzimidazol-2-one